(1r,3r)-3-((5-nitropyridin-2-yl)amino)cyclobutan-1-ol [N+](=O)([O-])C=1C=CC(=NC1)NC1CC(C1)O